dodec-4,8,11-trienal C(CCC=CCCC=CCC=C)=O